iodobutylether ICCCCOCCCCI